1,1'-(1,3-phenylenebis(propan-3,1-diyl))bis(1-methylpyrrolidin-1-ium) hydroxide [OH-].C1(=CC(=CC=C1)CCC[N+]1(CCCC1)C)CCC[N+]1(CCCC1)C.[OH-]